BrC1=C2C(=NC(=NC2=C(C(=C1)Cl)F)SC)N1C(COCCC1)C=C 4-(5-bromo-7-chloro-8-fluoro-2-(methylthio)quinazolin-4-yl)-3-vinyl-1,4-oxazepane